C1(C=CC(N1C1=CC=C(OC2=CC=C(C=C2)S(=O)C2=CC=C(C=C2)OC2=CC=C(C=C2)N2C(C=CC2=O)=O)C=C1)=O)=O bis[4-(4-maleimidophenoxy)phenyl] sulfoxide